N(=NC(C(=N)NCCO)(C)C)C(C(=N)NCCO)(C)C 2,2'-azobis(2-methyl-N-(2-hydroxyethyl)propionamidine)